COCOC1=CC=CC(=N1)C=1CCN(C(C1)=O)CC1=NC=2C(=NC(=CC2)C(=O)O)N1CC1OCC1 2-((6-(methoxymethoxy)-6'-oxo-3',6'-dihydro-[2,4'-bipyridin]-1'(2'H)-yl)methyl)-3-(oxetan-2-ylmethyl)-3H-imidazo[4,5-b]pyridine-5-carboxylic acid